BrC=1C(=C(OCC[C@H](C(=O)C2=CC=C(C=C2)F)F)C(=CC1)Cl)F |r| (±)-4-(3-bromo-6-chloro-2-fluorophenoxy)-2-fluoro-1-(4-fluorophenyl)butan-1-one